(S)-[2-((3R,4S)-3,4-difluoro-pyrrolidin-1-yl)-pyridin-4-yl]-(4-isopropyl-phenyl)-(3-methyl-azetidin-3-yl)-methanol, hydrochloride Cl.F[C@@H]1CN(C[C@@H]1F)C1=NC=CC(=C1)[C@](O)(C1(CNC1)C)C1=CC=C(C=C1)C(C)C